1-(4-((7-amino-2-(furan-2-yl)-[1,2,4]triazolo[1,5-a][1,3,5]triazin-5-yl)-L-prolyl)piperazin-1-yl)-3,3,3-trifluoropropan-1-one NC1=NC(=NC=2N1N=C(N2)C=2OC=CC2)N2[C@@H](CCC2)C(=O)N2CCN(CC2)C(CC(F)(F)F)=O